2-(2',4',6'-trimethylphenyl)-phenol CC1=C(C(=CC(=C1)C)C)C1=C(C=CC=C1)O